CC=1C=C(C=CC1)N(C1=CC=CC=C1)C1=CC=C(C=C1)C1=CC=C(C=C1)N(C1=CC(=CC=C1)C)C1=CC=CC=C1 4,4'-bis[N-(3-methylphenyl)-N-phenyl-amino]biphenyl